N-(2-fluoro-5-(trifluoromethoxy)phenyl)-2-oxooxazolidine-3-sulfonamide FC1=C(C=C(C=C1)OC(F)(F)F)NS(=O)(=O)N1C(OCC1)=O